5-amino-2-(difluoromethyl)-N,N-dimethylbenzenesulfonamide NC=1C=CC(=C(C1)S(=O)(=O)N(C)C)C(F)F